ClC1=C(C=CC(=N1)C(=O)NC([2H])([2H])[2H])N1CCN(CC1)CC=1C=C2NC(C(=NC2=CC1)CCC)=O 6-chloro-N-(methyl-d3)-5-(4-((3-oxo-2-propyl-4H-quinoxalin-6-yl)methyl)piperazine-1-yl)pyridine-2-carboxamide